thio-bis(6-t-butyl-m-methylphenol) S(C1=C(C(=CC=C1C)C(C)(C)C)O)C1=C(C(=CC=C1C)C(C)(C)C)O